COC1=C(C=C2C(=CC=NC2=C1)NC1=CC(=CC(=C1)C=1C=NN(C1)C)OC)C(=O)N 7-Methoxy-4-((3-Methoxy-5-(1-methyl-1H-pyrazol-4-yl)phenyl)amino)quinoline-6-carboxamide